C(C)C(CO)(CO)CC 2,2-diethyl-propane-1,3-diol